FC=1C(=C2C(=NN(C2=CC1)COCC[Si](C)(C)C)I)OC 5-fluoro-3-iodo-4-methoxy-1-((2-(trimethylsilyl)ethoxy)methyl)-1H-indazole